C(C)P(=O)(OC1CS(CC1F)(=O)=O)CC 3-diethylphosphinyloxy-4-fluorotetrahydrothiophene-1,1-dioxide